C(#N)C1(CC1)C(=O)N1CC2(CC2)C(C1CC=1C(=C(C=CC1)C1=CC(=CC(=C1)F)F)F)NS(=O)(=O)CF N-(5-(1-cyanocyclopropane-1-carbonyl)-6-((2,3',5'-trifluoro-[1,1'-biphenyl]-3-yl)methyl)-5-azaspiro[2.4]heptan-7-yl)-1-fluoromethanesulfonamide